3-((1r,4r)-4-(benzyloxy)cyclohexyl)-6-fluoro-1H-indole C(C1=CC=CC=C1)OC1CCC(CC1)C1=CNC2=CC(=CC=C12)F